hexadecyl octyl-ethyl ether C(CCCCCCC)C(C)OCCCCCCCCCCCCCCCC